C(C)NC1=C(C=C(C=C1SC1=CC=C(C=C1)Cl)SC1=CC=C(C=C1)Cl)SC1=CC=C(C=C1)Cl N-ethyl-2,4,6-tris((4-chlorophenyl)thio)aniline